tert-butyl (3-(1-((4-fluorophenyl)amino)-1-oxopropan-2-yl)bicyclo[1.1.1]pentan-1-yl)carbamate FC1=CC=C(C=C1)NC(C(C)C12CC(C1)(C2)NC(OC(C)(C)C)=O)=O